O=C1NC(CCC1N1C(C2=CC=CC(=C2C1=O)NCCO)=O)=O (2,6-dioxopiperidin-3-yl)-4-[(2-hydroxyethyl)amino]-2,3-dihydro-1H-isoindole-1,3-dione